(4R)-octanoic acid C(CCCCCCC)(=O)O